P(=O)(OC(C1=CC(=C(C(=C1)C(C)(C)C)O)C(C)(C)C)CCCCCCCCCCCCCCCCCC)([O-])[O-] stearyl-3,5-di-tert-butyl-4-hydroxybenzyl phosphate